F[C@H]1CN(C[C@H]1F)C=1C=C(C=NC1)C=1N=NN(C1)CC=1N=C2N(C=C(C=C2)CNCC23CC(C2)(C3)F)C1 1-[2-[[4-[5-[(3S,4R)-3,4-difluoropyrrolidin-1-yl]-3-pyridyl]triazol-1-yl]methyl]imidazo[1,2-a]pyridin-6-yl]-N-[(3-fluoro-1-bicyclo[1.1.1]pentyl)methyl]methylamine